1-chloro-2,2,2-trifluoroethane ClCC(F)(F)F